COC=1C=C(CONC(=O)C2=NC(=CN=C2)C=2C=NC(=CC2)OC(F)(F)F)C=CC1 N-((3-methoxybenzyl)oxy)-6-(6-(trifluoromethoxy)pyridin-3-yl)pyrazine-2-carboxamide